ClC=1C=NC2=CC(=CC=C2C1)C(=O)NC12CC(C1)(C2)C=2OC(=NN2)C2(CCC2)OC(F)(F)F 3-Chloro-N-[1-[5-[3-cis-(trifluoromethoxy)cyclobutyl]-1,3,4-oxadiazol-2-yl]-3-bicyclo[1.1.1]pentanyl]quinoline-7-carboxamide